FC(C=1N=CC(=NC1)NC12CC(C1)C2)(F)F 3-[[5-(trifluoromethyl)pyrazin-2-yl]amino]bicyclo[1.1.1]pentane